CON1C=C(C2=CC=CC=C12)C=O Methoxy-1H-indole-3-carbaldehyde